(2R,3R)-2-(3,4-dihydroxyphenyl)-2,3-dihydro-3,5,7-trihydroxy-4H-1-benzopyran-4-one OC=1C=C(C=CC1O)[C@H]1OC2=C(C([C@@H]1O)=O)C(=CC(=C2)O)O